methyl (S)-3-((2-aminophenyl) amino)-4,4-dimethylvalerate NC1=C(C=CC=C1)N[C@@H](CC(=O)OC)C(C)(C)C